(S)-3,3-difluoro-5-((4-((2-hydroxy-1-phenylethyl)amino)-5-(3-(pyridin-4-yl)-1,2,4-oxadiazol-5-yl)pyridin-2-yl)amino)isoindolin-1-one FC1(NC(C2=CC=C(C=C12)NC1=NC=C(C(=C1)N[C@H](CO)C1=CC=CC=C1)C1=NC(=NO1)C1=CC=NC=C1)=O)F